FC(C(=O)O)(F)F.FC1=CC=2N(C=C1NC(=O)N1CCC=3C1=NC(=CC3N3C[C@@H](NCC3)C)OC)C=C(N2)C (S)-N-(7-fluoro-2-methylimidazo[1,2-a]pyridin-6-yl)-6-methoxy-4-(3-methylpiperazin-1-yl)-2,3-dihydro-1H-pyrrolo[2,3-b]pyridine-1-carboxamide 2,2,2-trifluoroacetate